C(C)(=O)C1=CNC(C1O)C(C)CCC 3-acetyl-4-hydroxy-5-sec-amyl-pyrroline